2-{[4-(1,4'-bipiperidin-1'-yl)phenyl]amino}-6-(2,6-dichlorophenyl)imidazo[1,2-a]pyrimido[5,4-e]pyrimidin-5(6H)-one N1(CCCCC1)C1CCN(CC1)C1=CC=C(C=C1)NC=1N=CC=2C(N(C=3N(C2N1)C=CN3)C3=C(C=CC=C3Cl)Cl)=O